3,3-diphenyl-3H-naphtho[2,1-b]Pyran C1(=CC=CC=C1)C1(C=CC2=C(O1)C=CC1=CC=CC=C12)C1=CC=CC=C1